CC1=CC=C(COCCNC(C(C2=CC=CC=C2)NS(=O)(=O)C2=CC=C(C=C2)C)C2=CC=CC=C2)C=C1 N-[2-[2-(4-methylbenzyloxy)ethyl]amino-1,2-diphenylethyl]-p-tolylsulfonamide